alpha,alpha,alpha',alpha'-Tetrabromo-o-xylene BrC(C=1C(=CC=CC1)C(Br)Br)Br